6-bromo-1-(2-chloro-5,6-difluoroquinazolin-4-yl)-2,3,4,5-tetrahydro-1H-pyrido[3,4-b]azepine BrC1=CN=CC=2N(CCCCC21)C2=NC(=NC1=CC=C(C(=C21)F)F)Cl